2-[2-[(1S)-2-hydroxy-1-methyl-ethyl]pyrazolo[3,4-b]pyridin-6-yl]-3-methyl-5-(trifluoromethyl)phenol OC[C@H](C)N1N=C2N=C(C=CC2=C1)C1=C(C=C(C=C1C)C(F)(F)F)O